C1(=CC=CC=C1)C=1N=C2N(C=C(C=C2C2=CC=C(C=C2)C)C2=CC=CC=C2)C1 2,6-diphenyl-8-(p-tolyl)imidazo[1,2-a]pyridine